2,3-diamino-6-chlorobenzoic acid methyl ester COC(C1=C(C(=CC=C1Cl)N)N)=O